4-({2',3'-dihydro-1'H-spiro[cyclohexane-1,4'-quinolin]-1'-yl}sulfonyl)-N,N-dimethylbenzene-1-sulfonamide N1(CCC2(C3=CC=CC=C13)CCCCC2)S(=O)(=O)C2=CC=C(C=C2)S(=O)(=O)N(C)C